N4-(2-(isopropylsulfonyl)phenyl)-7H-pyrrolo[2,3-d]pyrimidin-2,4-diamine C(C)(C)S(=O)(=O)C1=C(C=CC=C1)NC=1C2=C(N=C(N1)N)NC=C2